C1(CCCCC1)NC=1C2=C(N=CC1C#CC1=CC(=CC(=C1)F)F)NC=C2 N-cyclohexyl-5-((3,5-difluorophenyl)ethynyl)-1H-pyrrolo[2,3-b]pyridin-4-amine